C(C)(C)N1N=C(C=C1)C=1C(=C2C(=NC(=NN2C1)C1=NC=CC=C1)NC[C@@H]1[C@@H](CC1)COC)C1=CC=CC=C1 |r| rac-6-(1-Isopropyl-1H-pyrazol-3-yl)-N-(((1S,2R)-2-(methoxymethyl)cyclobutyl)methyl)-5-phenyl-2-(pyridin-2-yl)pyrrolo[2,1-f][1,2,4]triazin-4-amine